NC1=NN2C(C=C(C=C2)C=2C=NN(C2)CC(=O)NC2=CC=C(C=C2)OC2COC2)=N1 2-[4-(2-Amino-[1,2,4]triazolo[1,5-a]pyridin-7-yl)pyrazol-1-yl]-N-[4-(oxetan-3-yloxy)phenyl]acetamide